ClC1=NC(=C(C=2N=C(NC(C21)=O)SC)Cl)Cl 5,7,8-trichloro-2-methylsulfanyl-3H-pyrido[4,3-d]pyrimidin-4-one